5-chloro-1H-imidazo[4,5-b]pyridine ClC1=CC=C2C(=N1)N=CN2